C(C(C)C)C1=CC(=C(C=C1)CC\C=[N+](/CC=C(C)C)\[O-])C (E)-3-(4-isobutyl-2-methylphenyl)-N-(3-methylbut-2-en-1-yl)propan-1-imine oxide